γ-mercaptopropyldiethoxymethylsilane SCCC[SiH2]C(OCC)OCC